OCC1(CC1)CC1=C(N=CS1)C(=O)O 5-{[1-(hydroxymethyl)cyclopropyl]methyl}-1,3-thiazole-4-carboxylic acid